FC=1C=C(C=C2C=NC(=NC12)C1OCCC1)C=O 8-fluoro-2-(tetrahydrofuran-2-yl)quinazoline-6-carbaldehyde